N-(3-((2-((4-morpholinophenyl)amino)-5,7-dihydrofuro[3,4-d]pyrimidin-4-yl)oxy)phenyl)acrylamide O1CCN(CC1)C1=CC=C(C=C1)NC=1N=C(C2=C(N1)COC2)OC=2C=C(C=CC2)NC(C=C)=O